ClC=1N=C(C2=C(N1)C(N(C2)C(C)C)=O)NC2=CC(=C(C=C2)C2=CC=CC=C2)F 2-chloro-4-((2-fluoro-[1,1'-biphenyl]-4-yl)amino)-6-isopropyl-5,6-dihydro-7H-pyrrolo[3,4-d]pyrimidin-7-one